NC=1SCC2(N1)CCOC1=CC=C(C=C12)NS(=O)(=O)C1=CC=C(C=C1)C(C)(C)C N-(2'-amino-5'H-spiro[chromane-4,4'-thiazol]-6-yl)-4-(tert-butyl)benzenesulfonamide